methyl (R)-4-((R,E)-4-(but-3-en-1-yl)-2-((tert-butoxycarbonyl)imino)-4-ethyl-6-oxotetrahydropyrimidin-1(2H)-yl)chromane-6-carboxylate C(CC=C)[C@]1(N\C(\N(C(C1)=O)[C@@H]1CCOC2=CC=C(C=C12)C(=O)OC)=N/C(=O)OC(C)(C)C)CC